2-(4,4-dimethyl-1-piperidyl)-8-[(1R)-1-[2-(1-hydroxy-2,3,1-benzoxazaborinin-7-yl)phenoxy]ethyl]-3,6-dimethyl-chromen-4-one CC1(CCN(CC1)C=1OC2=C(C=C(C=C2C(C1C)=O)C)[C@@H](C)OC1=C(C=CC=C1)C1=CC2=C(C=NOB2O)C=C1)C